N-(2-(diphenylphosphanyl)benzyl)-1-(pyridin-2-yl)methylamine C1(=CC=CC=C1)P(C1=C(CNCC2=NC=CC=C2)C=CC=C1)C1=CC=CC=C1